ClC1=CC=C(CC2CCC(C2(O)CN2N=CN=C2)(C)C)C=C1 5-(4-chlorobenzyl)-2,2-dimethyl-1-(1H-1,2,4-triazol-1-ylmethyl)cyclopentanol